C(C)(C)(C)N(C(=O)OC=1C=C2C(=CNC2=CC1)N)C1=CNC2=CC=C(C=C12)O 3-amino-1H-indol-5-ol tert-Butyl-(5-hydroxy-1H-indol-3-yl)carbamate